O=C1NC(CC[C@@H]1N1C(C2=C3C(C(=CC=C13)CC=1C=NN(C1)C1CCN(CC1)C(=O)O)=CC=C2)=O)=O.OC2=C(C=C(C=C2C(C)(C)C)C)N2N=C1C(=N2)C=CC=C1Cl 2-(2-hydroxy-3-t-butyl-5-methylphenyl)chlorobenzotriazole 4-[4-[[1-[(3S)-2,6-dioxo-3-piperidyl]-2-oxo-benzo[cd]indol-6-yl]methyl]pyrazol-1-yl]piperidine-1-carboxylate